1,1'-(2,6-Dimethyl-4-(5-(4-methylpiperazine-1-carbonyl)benzo[b]thiophen-3-yl)-1,4-dihydropyridine-3,5-diyl)bis(ethan-1-one) CC=1NC(=C(C(C1C(C)=O)C=1C2=C(SC1)C=CC(=C2)C(=O)N2CCN(CC2)C)C(C)=O)C